1-(2-chloro-4-(trifluoromethyl)thieno[3,2-d]pyrimidin-7-yl)ethan-1-one ClC=1N=C(C2=C(N1)C(=CS2)C(C)=O)C(F)(F)F